CC(CO)CCCCCCCCCCCC(C(C)C)O 2,15-dimethyl-1,14-hexadecanediol